[S-2].[Ag+].[Ni+2] nickel-silver sulfide